OCC[NH+](CCCCCCCCCCCCCCCCCC)CCO N,N-bis(2-hydroxyethyl)-N-octadecyl-ammonium